C(C)OC(C1=NC(=C(C(=C1Cl)N1C(C2=CC=CC=C2C1=O)=O)Cl)Cl)=O 3,5,6-trichloro-4-(1,3-dioxoisoindolin-2-yl)picolinic acid ethyl ester